2-[(1R,5S)-6,6-dimethylbicyclo[3.1.1]hept-2-en-2-yl]ethyl acetate C(C)(=O)OCCC=1[C@H]2C([C@@H](CC1)C2)(C)C